5-acetyl-2-hydroxy-phenylamide C(C)(=O)C=1C=CC(=C(C1)[NH-])O